(S)-2-(4-(7-(8-ethynyl-3-hydroxynaphthalen-1-yl)-8-fluoro-2-((tetrahydro-1H-pyrrolizin-7a(5H)-yl)methoxy)pyrido[4,3-d]pyrimidin-4-yl)piperazin-2-yl)acetonitrile C(#C)C=1C=CC=C2C=C(C=C(C12)C1=C(C=2N=C(N=C(C2C=N1)N1C[C@@H](NCC1)CC#N)OCC12CCCN2CCC1)F)O